methylenebis(dihydro-4H-oxazine) C(C1NOC=CC1)C1NOC=CC1